4-bromo-2-(4-fluoro-1-tosyl-1H-pyrrolo[2,3-b]pyridin-3-yl)thiazole BrC=1N=C(SC1)C1=CN(C2=NC=CC(=C21)F)S(=O)(=O)C2=CC=C(C)C=C2